FC1=CC=C(C=C1)CC(=O)NC1=NC=CC(=C1)C1=C(C=2C(=NC=CN2)N1)C1=NC=CC=C1 2-(4-fluorophenyl)-N-{4-[7-(pyridin-2-yl)-5H-pyrrolo[2,3-b]pyrazin-6-yl]pyridin-2-yl}acetamide